N-(2-(5-(Isopropylthio)-1H-indol-3-yl)ethyl)acetamide C(C)(C)SC=1C=C2C(=CNC2=CC1)CCNC(C)=O